3-difluoromethyl-1H-pyrazole-4-carboxylic acid (3',4',5'-trifluoro-biphenyl-2-yl)-amide FC=1C=C(C=C(C1F)F)C1=C(C=CC=C1)NC(=O)C=1C(=NNC1)C(F)F